1-(3-((4,4-bis(((Z)-oct-5-en-1-yl)oxy)butanoyl)oxy)-2-(((4-(((2-(pyrrolidin-1-yl)ethyl)carbamoyl)oxy)decanoyl)oxy)methyl)propyl) 7-(pentadeca-1,14-dien-8-yl) heptanedioate C(CCCCCC(=O)OC(CCCCCC=C)CCCCCC=C)(=O)OCC(COC(CCC(OCCCC\C=C/CC)OCCCC\C=C/CC)=O)COC(CCC(CCCCCC)OC(NCCN1CCCC1)=O)=O